N1,N4-bis(2-(2-(2-(4-(6,8-dichloro-2-methyl-1,2,3,4-tetrahydroisoquinolin-4-yl)phenylsulfonamido)ethoxy)ethoxy)ethyl)terephthalamide ClC=1C=C2C(CN(CC2=C(C1)Cl)C)C1=CC=C(C=C1)S(=O)(=O)NCCOCCOCCNC(C1=CC=C(C(=O)NCCOCCOCCNS(=O)(=O)C2=CC=C(C=C2)C2CN(CC3=C(C=C(C=C23)Cl)Cl)C)C=C1)=O